N-methyl-4-trifluoromethylphenylnitrosamide CN(N=O)C1=CC=C(C=C1)C(F)(F)F